4-isopropoxybenzoic acid C(C)(C)OC1=CC=C(C(=O)O)C=C1